C(#N)CCCN1C(=CC=C1)C(=O)O 1-(3-cyanopropyl)-1H-pyrrole-2-carboxylic acid